C(C)(C)(C)C1=C(C(=CC=C1)C)N=C=O 2-tert-Butyl-6-methylphenylisocyanat